5-chloro-7-morpholino-2-(tributylstannyl)furo[3,2-b]pyridine ClC1=CC(=C2C(=N1)C=C(O2)[Sn](CCCC)(CCCC)CCCC)N2CCOCC2